sodium (hydroxymethyl) glycinate NCC(=O)OCO.[Na]